8-isopropyl-9,10-dihydro-9-oxa-10-phosphaphenanthrene-10-oxide C(C)(C)C=1C=CC=C2C=3C=CC=CC3P(OC12)=O